FCC(CN(CCC(C(=O)O)NC(C1=C(C=CC=C1)C(F)(F)F)=O)CCCCC1=NC=2NCCCC2C=C1)OC 4-[[3-fluoro-2-methoxy-propyl]-[4-(5,6,7,8-tetrahydro-1,8-naphthyridin-2-yl)butyl]amino]-2-[[2-(trifluoromethyl)benzoyl]amino]butanoic acid